5-(1-isopropyl-2-methyl-1H-imidazo[4,5-b]pyridin-6-yl)-N-(3,3,3-trifluoropropyl)-7H-pyrrolo[2,3-d]pyrimidin-2-amine C(C)(C)N1C(=NC2=NC=C(C=C21)C2=CNC=1N=C(N=CC12)NCCC(F)(F)F)C